C1(CC1)CNC1=NC=CC(=C1)C=1OC=C(N1)C(=O)NC=1C(=NN(C1)C1=CC=C(C=C1)C=O)C(F)(F)F 2-[2-(cyclopropylmethylamino)-4-pyridyl]-N-[1-(4-formylphenyl)-3-(trifluoromethyl)pyrazol-4-yl]oxazole-4-carboxamide